4-(2-carbonyl-4-chloro-benzofuran-5-yl)-[1,4]diazepane-1-carboxylic acid tert-butyl ester C(C)(C)(C)OC(=O)N1CCN(CCC1)C=1C=CC2=C(CC(O2)=C=O)C1Cl